2,3,8,9,10,10a-Hexahydro-7H-isochromeno[8,1-cd]azepin-7-one O1CCC2=CC=CC=3C(NCCC1C32)=O